ethyl maleate (ETHYL MALEATE) C(C)/C(/C(=O)O)=C/C(=O)O.C(\C=C/C(=O)O)(=O)OCC